Cl.C(C)(C)(C)OC(=O)N1C[C@H](C[C@@H](C1)F)NC(=N)N.C1(=CC=CC=C1)C#CC1=CC=C(C=C1)C#CC1=CC=CC=C1 1,4-bis(phenylethynyl)benzene tert-butyl-(3S,5S)-3-carbamimidamido-5-fluoropiperidine-1-carboxylate hydrochloride